C(C)O/C=C/C1=CC(N(C=C1)C(C(=O)OCC)CCC(C)C)=O ethyl (E)-2-(4-(2-ethoxyvinyl)-2-oxopyridin-1(2H)-yl)-5-methylhexanoate